ClC=1C(=CC(=NC1)OC)C1=CC(=NN1)C(=O)N1CCC(CC1)C(=O)N[C@H]1CCOC2=CC=C(C=C12)C#N (S)-1-(5-(5-chloro-2-methoxypyridin-4-yl)-1H-pyrazole-3-carbonyl)-N-(6-cyanochroman-4-yl)piperidine-4-carboxamide